(S)-N-(3-(6-amino-5-((1-propenoylazetidin-2-yl)methoxy)pyrimidin-4-yl)-5-fluoro-2-methylphenyl)-4-cyclopropyl-2-fluorobenzamide NC1=C(C(=NC=N1)C=1C(=C(C=C(C1)F)NC(C1=C(C=C(C=C1)C1CC1)F)=O)C)OC[C@H]1N(CC1)C(C=C)=O